COC1=CC=C(CC2=NN=C3N2C2=CC=CC=C2C(N3)=O)C=C1 (4-methoxybenzyl)-[1,2,4]triazolo[4,3-a]quinazolin-5(4H)-one